1,3,5-tricyclohexylcyclohexane C1(CCCCC1)C1CC(CC(C1)C1CCCCC1)C1CCCCC1